2-((3-chloro-4-fluorophenyl)amino)-6-methoxy-7-(3-(pyrrolidin-1-yl)propoxy)quinoline methyl-2-(2-fluoroethyl)-1-methylpyrrolidine-2-carboxylate COC(=O)C1(N(CCC1)C)CCF.ClC=1C=C(C=CC1F)NC1=NC2=CC(=C(C=C2C=C1)OC)OCCCN1CCCC1